racemic-9-(2-amino-6-((tetrahydro-2H-pyran-4-yl)oxy)pyrimidin-4-yl)-1-(3,4-difluorophenyl)-4-fluoro-1,9-diazaspiro[5.5]undecan-2-one NC1=NC(=CC(=N1)N1CCC2(C[C@H](CC(N2C2=CC(=C(C=C2)F)F)=O)F)CC1)OC1CCOCC1 |r|